CN1C(C2=C(C(=C1)C(C)C1=CC=CC=C1)C=C(N2)C=2C=NN(C2)C)=O 6-methyl-2-(1-methyl-1H-pyrazol-4-yl)-4-(1-phenylethyl)-1,6-dihydro-7H-pyrrolo[2,3-c]pyridin-7-one